4-(6-(N-(1-cyanocyclopropyl)sulfamoyl)-4-(5-(difluoromethyl)-1,3,4-thiadiazol-2-yl)-2-methylquinazolin-8-yl)-N,N-dimethylpiperazine-1-carboxamide C(#N)C1(CC1)NS(=O)(=O)C=1C=C2C(=NC(=NC2=C(C1)N1CCN(CC1)C(=O)N(C)C)C)C=1SC(=NN1)C(F)F